C(C)S(=O)(=O)ON=C(C#N)CC (ethylsulfonyloxy-imino)-ethylacetonitrile